C(C)(C)(C)N(C(O)=O)C1=CC2=C(N(C(=N2)CCl)C[C@H]2OCC2)C=C1.CC1=NOC(=C1COC1=C(C(=O)NCC2=CC=C(C=C2)S(N)(=O)=O)C=CC(=C1)OC)C 2-((3,5-dimethylisoxazol-4-yl)methoxy)-4-methoxy-N-(4-sulfamoylbenzyl)benzamide tert-Butyl-(S)-(2-(chloromethyl)-1-(oxetan-2-ylmethyl)-1H-benzo[d]imidazol-5-yl)carbamate